CC1=C(C=NC=2OCCN(C21)C(=O)OC(C)(C)C)N2CC1=CC(=NC=C1CC2)NC2=CC(=NC=C2)N2CCOCC2 tert-butyl 8-methyl-7-(7-{[2-(morpholin-4-yl)pyridin-4-yl]amino}-1,2,3,4-tetrahydro-2,6-naphthyridin-2-yl)-1H,2H,3H-pyrido[2,3-b][1,4]oxazine-1-carboxylate